C1(CC1)CNC1=NC(=CC2=C1N=C(N=C2)SC)C2=C(C(=CC(=C2)OC([2H])([2H])[2H])OC([2H])([2H])[2H])F N-(cyclopropylmethyl)-6-(2-fluoro-3,5-di(methoxy-d3)phenyl)-2-(methylthio)pyrido[3,4-d]pyrimidine-8-amine